(1S,2S,4S)-N2,N2-bis(trideuteriomethyl)-4-[3-(trifluoromethyl)phenyl]cyclohexane-1,2-diamine [2H]C(N([C@@H]1[C@H](CC[C@@H](C1)C1=CC(=CC=C1)C(F)(F)F)N)C([2H])([2H])[2H])([2H])[2H]